3-Amino-2-bromobenzoic acid NC=1C(=C(C(=O)O)C=CC1)Br